NC1=C(C=C(C=N1)C=1N=C(N(C1)C12CC(C1)C2)C=O)C(F)(F)F 4-(6-amino-5-(trifluoromethyl)pyridin-3-yl)-1-(bicyclo[1.1.1]pentan-1-yl)-1H-imidazole-2-carbaldehyde